O=C(CN(CCNCCO[C@@H]1[C@H](O)[C@@H](O)[C@H](O)[C@H](O1)CO)CCNCCNC(CCCCNCCCCCC(=O)[O-])C(NCCO[C@@H]1[C@@H](O)[C@@H](O)[C@H](O)[C@H](O1)CO)=O)NCCO[C@@H]1[C@H](O)[C@@H](O)[C@H](O)[C@H](O1)CO 6-[2-oxo-2-((2-[(α-D-glucopyranosyl) oxy] ethyl)amino) ethyl]-13-({2-[(α-D-mannopyranosyl)oxy]ethyl}carbamoyl)-1-[(α-D-glucopyranosyl)oxy]-3,6,9,12,18-pentaazatetracosan-24-oate